1-((3s,5r)-1-propenoyl-5-(methoxymethyl)pyrrolidin-3-yl)-3-((1-(difluoromethyl)-4,6-difluoro-1H-benzo[d]imidazol-5-yl)ethynyl)-5-(methylamino)-1H-pyrazole-4-carboxamide C(C=C)(=O)N1C[C@H](C[C@@H]1COC)N1N=C(C(=C1NC)C(=O)N)C#CC1=C(C2=C(N(C=N2)C(F)F)C=C1F)F